Cl.FC=1C=2N(C=C(C1)C=1SC3=C(N1)SC(=C3)C3CCNCC3)C=C(N2)C 4-(2-[8-fluoro-2-methylimidazo[1,2-a]pyridin-6-yl]thieno[2,3-d][1,3]thiazol-5-yl)piperidine hydrochloride